3-(1-oxo-4-((7-(phenylamino)heptyl)thio)isoindolin-2-yl)piperidine-2,6-dione O=C1N(CC2=C(C=CC=C12)SCCCCCCCNC1=CC=CC=C1)C1C(NC(CC1)=O)=O